3-bromo-6,7-dihydro-5H-pyrrolo[3,4-b]pyridin-5-one BrC=1C=C2C(=NC1)CNC2=O